FC1(CCC(CC1)[C@H](NC(=O)C1=CC=NN1C)C=1OC2=C(N1)C=C(C=C2)[C@H](N2C(N[C@@H](C2)C(F)(F)F)=O)C2COC2)F N-((S)-(4,4-difluorocyclohexyl)(5-((R)-oxetan-3-yl((S)-2-oxo-4-(trifluoromethyl)imidazolidin-1-yl)methyl)benzo[d]oxazol-2-yl)methyl)-1-methyl-1H-pyrazole-5-carboxamide